C(C(O)CC(=O)O)(=O)O.C(CCCCCCC)C(CCCCCCCCCCC)O.C(CCCCCCC)C(CCCCCCCCCCC)O di(octyl-dodecanol) malate